N,N-dimethylcyclobutanamine CN(C1CCC1)C